N-(2-(1-(3-(2,4-dioxotetrahydropyrimidin-1(2H)-yl)benzyl)piperidin-4-yl)-6-methoxy-2H-indazol-5-yl)-3-(trifluoromethyl)benzamide O=C1N(CCC(N1)=O)C=1C=C(CN2CCC(CC2)N2N=C3C=C(C(=CC3=C2)NC(C2=CC(=CC=C2)C(F)(F)F)=O)OC)C=CC1